C(C)(C)(C)OC(=O)N(C1=C2N=CN(C2=NC=N1)CC1=C(OC(CC[C@H](C(=O)OC(C)(C)C)NC(=O)OC(C)(C)C)C)C=CC(=C1Cl)Cl)C(=O)OC(C)(C)C tert-butyl (2R)-5-(2-((6-(bis(tert-butoxycarbonyl)amino)-9H-purin-9-yl)methyl)-3,4-dichlorophenoxy)-2-((tert-butoxycarbonyl)amino)hexanoate